FC(C(CC(=O)OCC)=O)F ethyl 4,4-difluoroacetoacetate